(R)-2-(N-(4-Amino-5-benzoylthiazol-2-yl)-3-methylanilino)propanamid NC=1N=C(SC1C(C1=CC=CC=C1)=O)N(C1=CC(=CC=C1)C)[C@@H](C(=O)N)C